NC1=NC=CC=2N1C(=NC2C=2CCN(CC2)C(CO)=O)C2=CC=C(CNC(C1=C(C=CC(=C1)F)OC)=O)C=C2 N-(4-(5-amino-1-(1-(2-hydroxyacetyl)-1,2,3,6-tetrahydropyridin-4-yl)imidazo[1,5-c]pyrimidin-3-yl)benzyl)-5-fluoro-2-methoxybenzamide